FC=1C(=CC2=C(N(C(=N2)NC2=CNC3=CC=C(C=C23)C)NC)C1)C(F)(F)F 6-fluoro-N1-methyl-N2-(5-methyl-1H-indol-3-yl)-5-(trifluoromethyl)-1H-benzo[d]imidazole-1,2-diamine